C(CCC)OCCOC([C@@H](NC(=O)OC(C)(C)C)C)=O (Tert-Butoxycarbonyl)-L-alanine 2-butoxyethyl ester